The molecule is a member of the class of indoles that is 1H-indole substituted by a 3-methylbut-1-en-3-yl group at position 2 and a (1-hydroxy-4,6,7,8-tetrahydropyrrolo[1,2-a]pyrazin-2-ium-3-yl)methyl group at position 3. It is a member of indoles, a pyrrolopyrazine, an organic cation and an organic hydroxy compound. CC(C)(C=C)C1=C(C2=CC=CC=C2N1)CC3=[NH+]C(=C4CCCN4C3)O